O=C1N(CCN1)CCOC1=C(C=O)C=CC=C1 2-[2-(2-OXOIMIDAZOLIDIN-1-YL)ETHOXY]BENZALDEHYDE